3-(5-(((1S,2R)-2-(3-methoxyazetidin-1-yl)cyclopentyl)oxy)-1-oxoisoindolin-2-yl)piperidine-2,6-dione COC1CN(C1)[C@H]1[C@H](CCC1)OC=1C=C2CN(C(C2=CC1)=O)C1C(NC(CC1)=O)=O